1-isopropyl-3-methyl-N-((1-methyl-1H-pyrazol-4-yl)methyl)-5-(1H-1,2,4-triazol-1-yl)-1H-pyrazolo[4,3-b]pyridin-7-amine C(C)(C)N1N=C(C2=NC(=CC(=C21)NCC=2C=NN(C2)C)N2N=CN=C2)C